C1=NNN2C1=C1C(=C(C=C2)CS(=O)(=O)O)C=CC=C1.C(C1=CC=CC=C1)NC=1NC2=C(C=CC=3C=CC=NC23)N1 BenzylaminoImidazoquinoline benzo[c][1,2,3]triazolo[1,5-a]azepin-7-yl-mesylate